O=C1NC(CC[C@@H]1N1C(C2=CC=C3C(=C2C1)OCC31CCN(CC1)C1CCN(CC1)C(=O)OC(C)(C)C)=O)=O tert-butyl (S)-4-(7-(2,6-dioxopiperidin-3-yl)-6-oxo-7,8-dihydro-2H,6H-spiro[furo[2,3-e]isoindole-3,4'-piperidin]-1'-yl)piperidine-1-carboxylate